(3S)-3-[2-(6-amino-2-fluoropyridin-3-yl)-4-fluoro-1H-imidazol-5-yl]-7-[5-Chloro-2-(1H-tetrazol-1-yl)phenyl]-2,3-dihydroindolizin-5(1H)-one NC1=CC=C(C(=N1)F)C=1NC(=C(N1)F)[C@@H]1CCC2=CC(=CC(N12)=O)C1=C(C=CC(=C1)Cl)N1N=NN=C1